5-(bromomethyl)-1-(4-methoxybenzyl)-1H-pyrazole BrCC1=CC=NN1CC1=CC=C(C=C1)OC